(5R,6S)-5-Hydroxy-6-((S)-5H-imidazo[5,1-a]isoindol-5-yl)-5,6,7,8-tetrahydronaphthalen-2-carboxamid O[C@H]1C=2C=CC(=CC2CC[C@H]1[C@@H]1N2C(C3=CC=CC=C13)=CN=C2)C(=O)N